1,3-thiazolidine 1-oxide S1(CNCC1)=O